C1(C=CC(N1N(C(CC)=O)C(COCCOCCOCCOCCOCCO)O)=O)=O (N-maleimidopropionamido)-hexaethyleneglycol